C(C)[C@@H]1C(N(CC1)C(=O)NCC(F)(F)F)C1=CN=C2N1C1=C(N=C2)NC=C1 (3S,4R)-3-ethyl-(3H-imidazo[1,2-a]pyrrolo[2,3-e]pyrazin-8-yl)-N-(2,2,2-trifluoroethyl)pyrrolidinecarboxamide